C(C)(C)(C)C=1C=CC(=NC1)[C@H]([C@@H](CC(C)C)NC)OC1=NC(=NC(=C1)C1=C(C=CC=C1C)C)NS(=O)(=O)C=1C=C(C(=O)O)C=CC1 3-[[4-[(1S,2R)-1-(5-tert-Butyl-2-pyridyl)-4-methyl-2-(methylamino)pentoxy]-6-(2,6-dimethylphenyl)pyrimidin-2-yl]sulfamoyl]benzoic acid